[NH4+].P(OCC)(OC(N)=O)=O ethyl carbamyl phosphonate ammonium salt